3-chloro-N-(2-(((1R,2R,4S)-7-cyano-7-azabicyclo[2.2.1]heptan-2-yl)amino)-2-oxoethyl)benzamide ClC=1C=C(C(=O)NCC(=O)N[C@H]2[C@H]3CC[C@@H](C2)N3C#N)C=CC1